FC1=C(OC=2C=NC=3CCN(CC3C2)C=2C(=C(C=3N(N2)C(C=CN3)=O)C)C)C=CC=C1 7-(3-(2-fluorophenoxy)-7,8-dihydro-1,6-naphthyridin-6(5H)-yl)-8,9-dimethyl-4H-pyrimido[1,2-b]pyridazin-4-one